2-sulfosuccinate disodium [Na+].[Na+].S(=O)(=O)(O)C(C(=O)[O-])CC(=O)[O-]